N-((5-(2,6-dioxopiperidin-3-yl)-4-oxo-5,6-dihydro-4H-thieno[3,4-c]pyrrol-1-yl)methyl)-2-oxoacetamide O=C1NC(CCC1N1CC=2C(C1=O)=CSC2CNC(C=O)=O)=O